FC(C1=CC=CC(=N1)C1=NC(=NC(=N1)C1=NC(=CC=C1)C(F)(F)F)NC1=CC(=NC=C1)C(F)(F)F)(F)F 4,6-bis(6-(trifluoromethyl)pyridin-2-yl)-N-(2-(trifluoromethyl)pyridin-4-yl)-1,3,5-triazin-2-amine